FC(CN1N=NC2=C1C=C(C=C2)C=2C=CN1N=C(N=C(C12)OC)N[C@H]1C(CN(CC1)C1(COC1)C#N)(F)F)F (R)-3-(4-((5-(1-(2,2-difluoroethyl)-1H-benzo[d][1,2,3]triazol-6-yl)-4-methoxypyrrolo[2,1-f][1,2,4]triazin-2-yl)amino)-3,3-difluoropiperidin-1-yl)oxetan-3-carbonitrile